O=C1NC(CCC1N1C(C2=CC=CC(=C2C1)OCCCCC(=O)N1CCN(CC1)C1CCN(CC1)C=1C(=CC2=C(C(C=3NC4=CC(=CC=C4C3C2=O)C#N)(C)C)C1)CC)=O)=O 8-(4-(4-(5-((2-(2,6-dioxopiperidin-3-yl)-1-oxoisoindolin-4-yl)oxy)pentanoyl)piperazin-1-yl)piperidin-1-yl)-9-ethyl-6,6-dimethyl-11-oxo-6,11-dihydro-5H-benzo[b]carbazole-3-carbonitrile